[Si](C)(C)(C(C)(C)C)O[C@@H]([C@H](CC=1SC=2C(N1)=C(C=C(C2)OC)C(=O)OCC)OC2CCCC2)C2=CC(=C(C=C2)C=C)OC ethyl 2-[(2S,3R)-3-[tert-butyl (dimethyl) silyl] oxy-2-(cyclopentoxy)-3-(3-methoxy-4-vinyl-phenyl) propyl]-6-methoxy-1,3-benzothiazole-4-carboxylate